tert-butyl (2S,3S)-2-[(3-bromophenyl)methyl]-3-[(methanesulfonyl){[2-(trimethylsilyl)ethoxy]methyl}amino]pyrrolidine-1-carboxylate BrC=1C=C(C=CC1)C[C@@H]1N(CC[C@@H]1N(COCC[Si](C)(C)C)S(=O)(=O)C)C(=O)OC(C)(C)C